3-((S*,R*)-6,6-Difluorohexahydropyrrolo[3,2-b]pyrrol-1(2H)-yl)-2-hydroxy-2-methylpropanoic acid FC1(CN[C@@H]2[C@H]1N(CC2)CC(C(=O)O)(C)O)F |o1:4,5|